BrC1=C(C=C(C=N1)CN1CCC(CC1)O)F 1-((6-bromo-5-fluoropyridin-3-yl)methyl)piperidin-4-ol